ClC=1C=C(C=CC1Cl)CC(=O)NN 2-(3,4-dichlorophenyl)acetohydrazide